FC1=CC=C(C(=O)NC2=CC(=C(C=C2)C)NC2=NC=CC=C2C2=C3N=CN(C3=NC=N2)C2OCCCC2)C=C1 4-fluoro-N-(4-methyl-3-((3-(9-(tetrahydro-2H-pyran-2-yl)-9H-purin-6-yl)pyridin-2-yl)amino)-phenyl)benzamide